4-[5-(4-chlorophenyl)-1-[2-(trifluoromethyl)phenyl]pyrrol-2-yl]-N-[3-(dimethylamino)propyl]benzamide hydrochloride Cl.ClC1=CC=C(C=C1)C1=CC=C(N1C1=C(C=CC=C1)C(F)(F)F)C1=CC=C(C(=O)NCCCN(C)C)C=C1